(((6-chlorobenzo[d]oxazol-2-yl)thio)methyl)benzoic acid ClC1=CC2=C(N=C(O2)SCC2=C(C(=O)O)C=CC=C2)C=C1